FC=1C=2N(C=C(C1)C1=CNC=3N=C(N=C(C31)OC)NC3CC(C3)(O)C)C=CN2 (1r,3r)-3-((5-(8-fluoroimidazo[1,2-a]pyridin-6-yl)-4-methoxy-7H-pyrrolo[2,3-d]pyrimidin-2-yl)amino)-1-methylcyclobutan-1-ol